F[C@]1(CN(CC[C@H]1O)C1=NC=CC(=N1)NC=1C=C2C(=CN=C(C2=CN1)N1[C@@H](CC1)C)[C@H](C(=O)N(C)C)C)C (R)-2-(6-((2-((3S,4R)-3-fluoro-4-hydroxy-3-methylpiperidin-1-yl)pyrimidin-4-yl)amino)-1-((R)-2-Methylazetidin-1-yl)-2,7-naphthyridin-4-yl)-N,N-dimethylpropionamide